N[C@H](C=1N=C2N(N=C(C=C2)CC2C(NC[C@H](C2)C(F)(F)F)=O)C1)C1CCC(CC1)C (5S)-3-((2-((S)-amino((1R,4S)-4-methylcyclohexyl)methyl)imidazo[1,2-b]pyridazin-6-yl)methyl)-5-(trifluoromethyl)piperidin-2-one